oxapropionyl-cyclobutylamine C(OC)(=O)NC1CCC1